NC1=C(C=C(C=2C(C3=CC=CC=C3C(C12)=O)=O)NC1=CC2=CC3=CC=CC=C3C=C2C=C1)S(=O)(=O)O.C(C)(=O)OCCCCCCCCCCC[Si](OCC)(OCC)OCC 11-acetoxyundecyl-triethoxysilane 1-amino-4-[2-anthracylamino]-9,10-dioxo-9,10-dihydroanthracene-2-sulfonate